4-(anthracen-9-yl-1,2,3,4,5,6,7,8-d8)dibenzo[b,d]furan C1(=C(C(=C(C2=CC3=C(C(=C(C(=C3C(=C12)C1=CC=CC2=C1OC1=C2C=CC=C1)[2H])[2H])[2H])[2H])[2H])[2H])[2H])[2H]